4-(5-methyl-2-(piperazin-1-yl)phenyl)morpholine Potassium carbonate C([O-])([O-])=O.[K+].CC=1C=CC(=C(C1)N1CCOCC1)N1CCNCC1.[K+]